C1(CC1)C1=NC=NC(=C1C1=NC=C(C(=N1)OCC1=CC=C(C=C1)N1N=C(C=C1C)C(F)(F)F)C)OC 2-(4-cyclopropyl-6-methoxy-pyrimidin-5-yl)-5-methyl-4-[[4-[5-methyl-3-(trifluoromethyl)pyrazol-1-yl]phenyl]methoxy]pyrimidine